FC1=CC=C(C=CC=O)C=C1 p-fluorocinnamaldehyde